3-[1-(2,6-dichloro-3-fluoro-phenyl)-ethoxy]-5-[4-(2-morpholin-4-yl-ethoxy)-phenyl]-pyridin-2-ylamine ClC1=C(C(=CC=C1F)Cl)C(C)OC=1C(=NC=C(C1)C1=CC=C(C=C1)OCCN1CCOCC1)N